C(CCCC)(=O)OC1=C2C(=CNC2=CC=C1)CCN(C)C 3-[2-(dimethylamino)ethyl]-1H-indol-4-yl pentanoate